OC(CC(=O)N[C@@H](CO)[C@@H](CCCCCCCCCCCCCCC)O)CCCCCCCCCCCCC (2S,3R)-2-(3-hydroxyhexadecanoyl)aminooctadecane-1,3-diol